2,4-dibromoOxazole BrC=1OC=C(N1)Br